butylidenehexanediamide C(CCC)=C(C(=O)N)CCCC(=O)N